2,2-diallyl-4,4-biphenol C(C=C)C1(C(C=CC(=C1)C1=CC=C(C=C1)O)O)CC=C